sodium stilbenedisulfonate ethyl-2-({6-[(1,3-benzothiazol-2-yl)amino]-5-(hydroxymethyl)-4-methylpyridazin-3-yl}amino)-1,3-thiazole-4-carboxylate C(C)OC(=O)C=1N=C(SC1)NC=1N=NC(=C(C1C)CO)NC=1SC2=C(N1)C=CC=C2.C2(=C(C(=CC=C2)S(=O)(=O)[O-])S(=O)(=O)[O-])C=CC2=CC=CC=C2.[Na+].[Na+]